5-(tetrahydrofuran-3-yl)pyrimidin O1CC(CC1)C=1C=NC=NC1